Ethyl 2-((((4aR,6R,7aS)-6-(5-fluoro-2,4-dioxo-3,4-dihydropyrimidin-1(2H)-yl)-2-oxidotetrahydro-4H-furo[3,2-d][1,3,2]dioxaphosphinin-2-yl)oxy)methyl)benzoate FC=1C(NC(N(C1)[C@H]1C[C@@H]2OP(OC[C@H]2O1)(=O)OCC1=C(C(=O)OCC)C=CC=C1)=O)=O